(4-((2R,4S)-1-((5-methoxy-7-methyl-1H-indol-4-yl)methyl)-4-methylpiperidin-2-yl)phenyl)phosphonic acid COC=1C(=C2C=CNC2=C(C1)C)CN1[C@H](C[C@H](CC1)C)C1=CC=C(C=C1)P(O)(O)=O